C(C=C)[N+](CC(CP(=O)(CC)CC)O)(CC1=CC=CC=C1)CCCC[N+](CC=C)(CC1=CC=CC=C1)CC(CP(=O)(CC)CC)O 1,4-bis(N-allyl-N-benzyl-N-(2-hydroxy-3-(diethylphosphinoyl)propyl)ammonio)butane